4-((6-cyanoimidazo[4,5-c]pyridin-3-yl)methyl)phenylboronic acid C(#N)C1=CC2=C(C=N1)N(C=N2)CC2=CC=C(C=C2)B(O)O